C(C)(C)(C)OC(=O)NC=1N=C(C=2OCC(NC2N1)C1COC1)N1C[C@@H](CC1)N(C(OC(C)(C)C)=O)C tert-butyl ((3R)-1-(2-((tert-butoxycarbonyl)amino)-7-(oxetan-3-yl)-7,8-dihydro-6H-pyrimido[5,4-b][1,4]oxazin-4-yl)pyrrolidin-3-yl)(methyl)carbamate